methylpyrazolo[1,5-c]pyrimidin CC1=NN2C=NC=CC2=C1